C(C)N(C(=O)C=1N=C(NC1)C=1C=NN(C1)C1=CC=CC=C1)C1CCNCC1 N-ethyl-2-(1-phenyl-1H-pyrazol-4-yl)-N-(piperidin-4-yl)-1H-imidazole-4-carboxamide